CNCCCCCCCCNC N,N'-dimethyl-1,8-octanediamine